CC1=CC2=C(C=C(O2)B(O)O)C=C1 6-METHYLBENZOFURAN-2-YLBORONIC ACID